CN(CCCCNC1OC2=C(C=CC=C2C2C1C2)C(=O)O)C 2-(4-dimethylaminobutylamino)-1,1a,2,7b-tetrahydrocyclopropa[c]chromene-4-carboxylic acid